(R)-9-fluoro-8-methoxy-2-(1-(1-(2,2,2-trifluoroethyl)-1H-pyrazol-4-yl)piperidin-3-yl)[1,2,4]triazolo[1,5-c]quinazolin-5-amine FC1=CC=2C=3N(C(=NC2C=C1OC)N)N=C(N3)[C@H]3CN(CCC3)C=3C=NN(C3)CC(F)(F)F